ClC1=C(N=C(NC1=O)C1=CC(=NC=C1)F)N1C[C@H](CC1)NC(C)=O N-[(3S)-1-[5-chloro-2-(2-fluoro-4-pyridinyl)-6-oxo-1H-pyrimidin-4-yl]pyrrolidin-3-yl]acetamide